[Br-].FC(CCC)([N+](CCCC)(CCCC)CS(=O)(=O)O)F difluorosulfomethyl-tri-n-butyl-ammonium bromide